N-[(1S)-1-(4-fluorophenyl)-2-(3-fluoro-1-piperidyl)-2-oxo-ethyl]-4-(trifluoromethoxy)benzenesulfonamide FC1=CC=C(C=C1)[C@@H](C(=O)N1CC(CCC1)F)NS(=O)(=O)C1=CC=C(C=C1)OC(F)(F)F